bis(3,4-epoxycyclohexyl)methyl-3,4-epoxycyclohexanecarboxylate C1(CC2C(CC1)O2)C(C2CC1C(CC2)O1)OC(=O)C1CC2C(CC1)O2